(2R,4R)-4-((R)-2-amino-3-methylbutanamido)-2-(4-boronobutyl)pyrrolidine-2-carboxylic acid N[C@@H](C(=O)N[C@@H]1C[C@@](NC1)(C(=O)O)CCCCB(O)O)C(C)C